(1-(3-amino-4-fluorophenyl)-1-(6-cyanopyridin-2-yl)-3-cyclopropylpropyl)-2-methylpropane-2-sulfinamide NC=1C=C(C=CC1F)C(CCC1CC1)(C1=NC(=CC=C1)C#N)CC(C)(S(=O)N)C